ClC=1C(=CC(=C(CNC(CO)(CO)C)C1)OC[C@@H](CO)C)OCC1=C(C(=CC=C1)C1=CC2=C(OCCO2)C=C1)C (R)-2-((5-Chloro-4-((3-(2,3-dihydrobenzo[b][1,4]dioxin-6-yl)-2-methylbenzyl)oxy)-2-(3-hydroxy-2-methylpropoxy)benzyl)amino)-2-methylpropane-1,3-diol